C(C)(=O)OC[C@H]1OC([C@@H]([C@@H]1O[C@H]1O[C@H]([C@H]([C@@H]([C@H]1N=[N+]=[N-])OC(C)=O)OC(C)=O)CN=[N+]=[N-])OC(C)=O)O [(2R,3R,4R)-4-acetoxy-3-[(2R,3R,4R,5R,6S)-4,5-diacetoxy-3-azido-6-(azidomethyl) tetrahydropyran-2-yl]oxy-5-hydroxy-tetrahydrofuran-2-yl]methyl acetate